C(CCCCCCCCCCCCCCCCC)[Si](OC)(CCCCCCCCCCCCCCCCCC)CCCCCCCCCCCCCCCCCC tris(octadecyl)-methoxysilane